(2S)-4-[2-[6-[5-[tert-butyl(dimethyl)silyl]oxy-1-tetrahydropyran-2-yl-indazol-3-yl]pyrazin-2-yl]oxyethoxy]butan-2-ol [Si](C)(C)(C(C)(C)C)OC=1C=C2C(=NN(C2=CC1)C1OCCCC1)C1=CN=CC(=N1)OCCOCC[C@H](C)O